C(C)(C)(C)OC(=O)N1CC=2C(N(C=3N=CC=CC3C2CC1)CC1=CC=NC=C1)=O 6-(pyridin-4-ylmethyl)-5-oxo-1,4,5,6-tetrahydropyrido[3,4-C][1,8]naphthyridine-3(2H)-carboxylic acid tert-butyl ester